1-(3-(4-(3,4-diaminobutyryl)piperazin-1-yl)-3-oxopropyl)-3-hydroxypyridin-2(1H)-one NC(CC(=O)N1CCN(CC1)C(CCN1C(C(=CC=C1)O)=O)=O)CN